ethyl 5-(2-(6-chloro-1H-indol-3-yl)acetyl)-2-(4-cyclopropoxybenzoyl)octahydro-1H-pyrrolo[3,4-c]pyridine-7-carboxylate ClC1=CC=C2C(=CNC2=C1)CC(=O)N1CC2C(C(C1)C(=O)OCC)CN(C2)C(C2=CC=C(C=C2)OC2CC2)=O